CC(C(=O)O)(C)C1=CSC(=C1)[C@@H](CN[C@@H]([C@H]1CNC2=C(N1)N=CC=C2)C2=CC=CC=C2)C |o1:11| 2-methyl-2-(5-((R or S)-1-(((R)-phenyl((R)-1,2,3,4-tetrahydropyrido[2,3-b]pyrazin-3-yl)methyl)amino)propan-2-yl)thiophen-3-yl)propanoic acid